tert-butyl (6-(2-((2-(2,6-dioxopiperidin-3-yl)-1,3-dioxoisoindolin-4-yl)oxy)acetamido)hexyl)carbamate O=C1NC(CCC1N1C(C2=CC=CC(=C2C1=O)OCC(=O)NCCCCCCNC(OC(C)(C)C)=O)=O)=O